C(#N)C(C(=O)N(CC)CC)=C(O)C1=CC(=C(C(=C1)[N+](=O)[O-])O)O 2-cyano-3-(3,4-dihydroxy-5-nitrophenyl)-N,N-diethyl-3-hydroxyacrylamide